tert-butyl (R)-2-[[[3-[N'-(2-ethyl-5-fluoro-4-hydroxy-phenyl)carbamimidoyl]-6-[6-(2-methoxyethylcarbamoyl)-3-pyridyl]pyrrolo[1,2-b]pyridazin-4-yl]amino]methyl]pyrrolidine-1-carboxylate C(C)C1=C(C=C(C(=C1)O)F)N=C(N)C1=C(C=2N(N=C1)C=C(C2)C=2C=NC(=CC2)C(NCCOC)=O)NC[C@@H]2N(CCC2)C(=O)OC(C)(C)C